FC1=C(C(=C(C(=C1[B-](C1=C(C(=C(C(=C1F)F)F)F)F)(C1=C(C(=C(C(=C1F)F)F)F)F)C1=C(C(=C(C(=C1F)F)F)F)F)F)F)F)F.C1(=C(C=CC=C1)C1=C(C=CC=C1)[I+]C(C)C)C tolylisopropylphenyl-iodonium tetrakis(pentafluorophenyl)borate